(2E)-2-[2-(1-adamantylsulfanyl)-3-[(E)-2-[1-(4-methoxyphenyl)-2,2,4,7-tetramethyl-3,4-dihydroquinolin-6-yl]vinyl]-5,5-dimethyl-cyclohex-2-en-1-ylidene]acetaldehyde C12(CC3CC(CC(C1)C3)C2)SC=2\C(\CC(CC2\C=C\C=2C=C3C(CC(N(C3=CC2C)C2=CC=C(C=C2)OC)(C)C)C)(C)C)=C\C=O